FC(C)(F)[C@@H]1C[C@@H](C=2N1N=C(N2)C(=O)O)F Cis-5-(1,1-difluoroethyl)-7-fluoro-6,7-dihydro-5H-pyrrolo[1,2-b][1,2,4]triazole-2-carboxylic Acid